FC1=C2[C@H](CCOC2=CC(=C1)F)OC1=CC(=CC=2NC(=NC21)C)C(=O)N(C)C 4-[((4S)-5,7-difluoro-3,4-dihydro-2H-chromen-4-yl)oxy]-N,N,2-trimethyl-1H-benzimidazole-6-formamide